C(CCCCCCCCCCCCCCCCC)OCC(COC(C1=CC=CC=C1)(C1=CC=CC=C1)C1=CC=CC=C1)=O 1-(octadecyloxy)-3-(trityloxy)propan-2-one